NC1=CC2=C(N=C(S2)C2=NC(=CC(=C2C(=O)N)C2=CC(=NC=C2OC)Cl)C)C=C1 (6-amino-1,3-benzothiazol-2-yl)-4-(2-chloro-5-methoxy-4-pyridyl)-6-methyl-pyridine-3-carboxamide